1-cyclopropyl-N-(2,2'-dichloro-3'-(5-formyl-6-methoxypyridin-2-yl)-[1,1'-biphenyl]-3-yl)-5-methyl-4,5,6,7-tetrahydro-1H-imidazo[4,5-c]pyridine-2-carboxamide C1(CC1)N1C(=NC=2CN(CCC21)C)C(=O)NC=2C(=C(C=CC2)C2=C(C(=CC=C2)C2=NC(=C(C=C2)C=O)OC)Cl)Cl